OCC1=CC=C(C=C1)N1C(CNCC1)=O 1-(4-(hydroxymethyl)phenyl)piperazin-2-one